4'-((2-(tert-butyl)-1H-imidazol-1-yl)methyl)-N-(4,6-dimethoxypyrimidin-5-yl)-5-isobutyl-[1,1'-biphenyl]-2-sulfonamide C(C)(C)(C)C=1N(C=CN1)CC1=CC=C(C=C1)C=1C(=CC=C(C1)CC(C)C)S(=O)(=O)NC=1C(=NC=NC1OC)OC